FC(C1=C(C=CC=C1N)N)(F)F 2-(trifluoromethyl)benzene-1,3-diamine